FC(OC1=CC=C(C=C1)C=1C=C(C(N(N1)C=1C=NN(C1)C)=O)C(=O)NC(C(F)(F)F)C(C)(C)O)F 6-[4-(Difluoromethoxy)phenyl]-2-(1-methyl-1H-pyrazol-4-yl)-3-oxo-N-(1,1,1-trifluoro-3-hydroxy-3-methylbutan-2-yl)-2,3-dihydropyridazine-4-carboxamide